rac-(1r,2r)-2-(trifluoromethyl)cyclopropan-1-amine hydrochloride Cl.FC([C@H]1[C@@H](C1)N)(F)F |r|